C=1N=CN2C1C1=CC=CC=C1[C@H]2C2(CCC(CC2)(C)C)O (S)-1-(5H-Imidazo[5,1-a]isoindol-5-yl)-4,4-dimethylcyclohexan-1-ol